C(C1=CC=CC=C1)OC1=C(C(=CC(=C1)C(F)F)O)C(=O)N1CC2=CC=C(C=C2C1)OCCN1CCN(CC1)C (2-(Benzyloxy)-4-(difluoromethyl)-6-hydroxyphenyl)(5-(2-(4-methylpiperazin-1-yl)ethoxy)isoindolin-2-yl)methanone